C1CCC2=CC(=CC=C12)OCC(=O)N(CC=1SC=CC1)C1=NNC=C1 2-((2,3-dihydro-1H-inden-5-yl)oxy)-N-(1H-pyrazol-3-yl)-N-(thiophen-2-ylmethyl)-acetamide